C1(CCCCC1)[C@@H](C(=O)O)NC(=O)NC1CCCCC1 (S)-2-cyclohexyl-2-(3-cyclohexylureido)acetic acid